CCCCOOOC(=O)C butyl peroxy acetate